(2R,6S)-4-(tert-butoxycarbonyl)-2,6-dimethylpiperazine C(C)(C)(C)OC(=O)N1C[C@H](N[C@H](C1)C)C